BrC=1C=NC(=NC1)C=1C(=NC=C(C1)F)C 5-bromo-2-(5-fluoro-2-methylpyridin-3-yl)pyrimidine